C(C)C(C(=O)[O-])CCCC.[Sn+2].C(C)C(C(=O)[O-])CCCC stannum (II) 2-ethylhexanoate